3-(5-cyclobutyl-1,3-thiazol-2-yl)-N-[(1R)-1-(6-methylpyridazin-3-yl)ethyl]-5-[(2S)-tetrahydrofuran-2-ylmethoxy]benzamide C1(CCC1)C1=CN=C(S1)C=1C=C(C(=O)N[C@H](C)C=2N=NC(=CC2)C)C=C(C1)OC[C@H]1OCCC1